COC1=CC=C(C=C1)N1[C@H]2CN([C@@H](C1)C2)C(=O)OC2=CC=CC=C2 (1R,4R)-phenyl 5-(4-methoxyphenyl)-2,5-diazabicyclo[2.2.1]heptane-2-carboxylate